ClC1=CC=C(CC(N(C(CCO[Si](C(C)(C)C)(C)C)=O)C)CN(C(C(CC(=O)O)[C@@H]2CCC3=CC=CC=C23)=O)C)C=C1 9-(4-chlorobenzyl)-13-((S)-2,3-dihydro-1H-inden-1-yl)-2,2,3,3,8,11-hexamethyl-7,12-dioxo-4-oxa-8,11-diaza-3-silapentadecane-15-oic acid